NCCN1C(C(NCC1)CC(=O)OCCCCCCCCCCCC)=O (4-(2-aminoethyl)-3-oxo-2-piperazinyl)acetic acid, dodecyl ester